o-trifluoromethyl-benzylsulfonyl chloride FC(C1=C(CS(=O)(=O)Cl)C=CC=C1)(F)F